CSC(=S)N(NC(=O)C1=NC=CN=C1)C N-Methyl-N'-(pyrazine-2-carbonyl)-hydrazinecarbodithioic acid methyl ester